N1C=CC2=CC(=CC=C12)CC=1N(C=2C(=C3CC[C@@H](N(C3=CC2)C(=O)OC)C)N1)C1CCCCC1 (1R,3R)-3-((S)-2-((1H-Indol-5-yl)methyl)-6-(methoxycarbonyl)-7-methyl-6,7,8,9-tetrahydro-3H-imidazo[4,5-f]chinolin-3-yl)cyclohexan